C(CCCCCC)OCCCCCCC Diheptyl ether